S1C(=NC2=C1C=CC=C2)NC(=O)C=2C=CC=C1CCN(CC21)C2=CC=C(C(=N2)C(=O)OC(C)(C)C)C2=C(C(=CC=C2)OCCCl)C tert-Butyl 6-(8-(benzo[d]thiazol-2-ylcarbamoyl)-3,4-dihydroisoquinolin-2(1H)-yl)-3-(3-(2-chloroethoxy)-2-methylphenyl)picolinate